FC1=C(C(=NC(=N1)C1=NC=CC=N1)OC)C(F)(F)F 6-fluoro-4-methoxy-2-(2-pyrimidinyl)-5-trifluoromethylpyrimidine